C(#N)C=1N=NN(N1)CC1=CC=C(C=C1)C=C 5-cyano-2-(4-vinylbenzyl)-2H-tetrazole